5-(ethoxycarbonyl)-4-fluoro-1-methyl-1H-pyrrole C(C)OC(=O)C1=C(C=CN1C)F